O[C@H]1[C@@H]([C@H]([C@H](C1)O)C\C=C/CCCC(=O)NCC)\C=C\[C@H](CCC1=CC=CC=C1)O (Z)-7-[(1r,2r,3r,5s)-3,5-dihydroxy-2-[(1e,3s)-3-hydroxy-5-phenyl-1-pentenyl]cyclopentyl]-N-ethyl-5-heptenamide